(R)-N-(1-(3-amino-5-trifluoromethylphenyl)ethyl)-6-bromo-2-methylpyrido[2,3-d]pyrimidin-4-amine NC=1C=C(C=C(C1)C(F)(F)F)[C@@H](C)NC=1C2=C(N=C(N1)C)N=CC(=C2)Br